4-amino-3,3-dimethyl-N-(2-methylpropyl)-N-((5-(trifluoromethyl)-2-pyridinyl)methyl)-1,3-dihydrofuro[3,4-c]quinoline-8-carboxamide NC1=NC=2C=CC(=CC2C2=C1C(OC2)(C)C)C(=O)N(CC2=NC=C(C=C2)C(F)(F)F)CC(C)C